[Si](C)(C)(C(C)(C)C)O[C@H]1[C@@H](OC(=C1)COC(C(C)C)=O)N1C(=O)N=C(NO)C=C1 2'-O-(tert-Butyldimethylsilyl)-3'-deoxy-3',4'-didehydro-4-N-hydroxy-5'-O-isobutyroyl-cytidine